3-(2-aminopyrimidin-5-yl)-9-(1-((6-chloro-2-(5-methyl-1,3,4-oxadiazol-2-yl)pyridin-3-yl)amino)ethyl)-7-methyl-4-(methyl-d3)imidazo[1,5-a]quinazolin-5(4H)-one NC1=NC=C(C=N1)C=1N=CN2C1N(C(C1=CC(=CC(=C21)C(C)NC=2C(=NC(=CC2)Cl)C=2OC(=NN2)C)C)=O)C([2H])([2H])[2H]